C(C1=CC=CC=C1)O[C@@H]1[C@H](N(C[C@@H]([C@H]1OCC1=CC=CC=C1)OCC1=CC=CC=C1)CCC1CCCCC1)C (2R,3R,4R,5S)-3,4,5-tris(benzyloxy)-1-(2-cyclohexylethyl)-2-methylpiperidine